COC=1C=C(C2=C(C=CO2)C1)B1OC(C(O1)(C)C)(C)C 2-(5-methoxybenzofuran-7-yl)-4,4,5,5-tetramethyl-1,3,2-dioxaborolan